C(C)OC(COC=1C=CC(=NC1[N+](=O)[O-])N1C(OC2(C1)CCN(CC2)C(=O)OC(C)(C)C)=O)=O tert-butyl 3-[5-(2-ethoxy-2-oxo-ethoxy)-6-nitro-2-pyridyl]-2-oxo-1-oxa-3,8-diazaspiro[4.5]decane-8-carboxylate